7-fluoro-3-(methoxymethoxy)-8-(((triisopropylsilyl)ethynyl)naphthalene-1-yl)-2-(((2R,7aS)-2-fluorotetrahydro-1H-pyrrolizin-7a(5H)-yl)methoxy)-5-methoxypyrido[4,3-d]pyrimidine FC1=C(C2=NC(N(C=C2C(=N1)OC)OCOC)OC[C@]12CCCN2C[C@@H](C1)F)C1=C(C=CC2=CC=CC=C12)C#C[Si](C(C)C)(C(C)C)C(C)C